Benzyl (1R,5R)-6-benzyl-3,6-diazabicyclo[3.2.2]nonane-3-carboxylate C(C1=CC=CC=C1)N1[C@H]2CN(C[C@@H](C1)CC2)C(=O)OCC2=CC=CC=C2